(2-ethyl-6,7-dihydro-4H-thieno[3,2-c]pyran-4-yl)methanamine C(C)C1=CC=2C(OCCC2S1)CN